3-(2-hydroxyethoxy)pyridazin OCCOC=1N=NC=CC1